(R)-5-chloro-2-(4'-cyano-[1,1'-biphenyl]-4-yl)-3-((S,1E,3E)-3,5-dimethylhepta-1,3-dien-1-yl)-7-methyl-6,8-dioxo-2,6,7,8-tetrahydroisoquinolin-7-yl acetate C(C)(=O)O[C@]1(C(C(=C2C=C(N(C=C2C1=O)C1=CC=C(C=C1)C1=CC=C(C=C1)C#N)\C=C\C(=C\[C@H](CC)C)\C)Cl)=O)C